2-(2,6-dimethylpyridin-4-yl)-4-fluoro-3-isopropyl-5-(piperidin-4-yl)-1H-indole CC1=NC(=CC(=C1)C=1NC2=CC=C(C(=C2C1C(C)C)F)C1CCNCC1)C